(E)-4-(2-chlorophenyl)-2-oxobut-3-enoic acid ethyl ester C(C)OC(C(\C=C\C1=C(C=CC=C1)Cl)=O)=O